OC1(C(N(CC1)C)=O)C1=NN(C(=C1)C1=NC(=CC=C1)C1=NC(=NC=C1)NC1=NN(C=C1)C)COCC[Si](C)(C)C 3-hydroxy-1-methyl-3-(5-(6-(2-((1-methyl-1H-pyrazol-3-yl)amino)pyrimidin-4-yl)pyridin-2-yl)-1-((2-(trimethylsilyl)ethoxy)methyl)-1H-pyrazol-3-yl)pyrrolidin-2-one